(R)-N-(3-(3-((2,6-Dioxopiperidin-3-yl)amino)phenyl)prop-2-yn-1-yl)-5-(8-(7-isopropyl-3-methyl-2-oxo-2,3-dihydro-1H-benzo[d]imidazol-5-yl)isoquinolin-3-yl)picolinamide O=C1NC(CC[C@H]1NC=1C=C(C=CC1)C#CCNC(C1=NC=C(C=C1)C=1N=CC2=C(C=CC=C2C1)C1=CC2=C(NC(N2C)=O)C(=C1)C(C)C)=O)=O